BrC=1C=2C(C=3C(=NC(=NC3C1C)SCC)O)=CN(N2)C 4-bromo-7-ethylsulfanyl-2,5-dimethyl-pyrazolo[4,3-f]quinazolin-9-ol